ethyl 2-methyl-3-oxobutanoate CC(C(=O)OCC)C(C)=O